Tetrahydropyrazolodiazepine N1NCC2C1=CC=CN=N2